BrC=1C=2N(C=C(C1)S(N(CC1=CC=C(C=C1)OC)C1(CC1)C#N)(=O)=O)C(=CN2)C(=O)NNC(=O)OC(C)(C)C Tert-butyl 2-(8-bromo-6-(N-(1-cyanocyclopropyl)-N-(4-methoxybenzyl)sulfamoyl)imidazo[1,2-a]pyridine-3-carbonyl)hydrazine-1-carboxylate